ClC1=NNC=C1C1=CC=C2C(=CN(C2=C1)CCN(C)C)C(=O)[C@@H]1COC2=CC=C(C=C2C1)Cl (S)-(6-(3-chloro-1H-pyrazol-4-yl)-1-(2-(dimethylamino)ethyl)-1H-indol-3-yl)(6-chlorochroman-3-yl)methanone